C1(=CC=CC=C1)C1=CC=C(C=N1)C1(CC1)C=1NC(C2=C(N1)CCNC2)=O 2-(1-(6-phenylpyridin-3-yl)cyclopropyl)-5,6,7,8-tetrahydropyrido[4,3-d]pyrimidin-4(3H)-one